[H-].[Na+].ClC1=CC=C2C(=N1)N(N=C2I)C 6-chloro-3-iodo-1-methyl-1H-pyrazolo[3,4-b]pyridine sodium hydride